BrCCOC(C)O (2-bromoethoxy)ethanol